CN1C(=CC=2C(=NC(=CC21)C2=CC(=C(C=C2)C2(CCN(CC2)CC(C)C)O)F)C)C2=CC=C(C=C2)S(=O)(=O)C 4-(4-(1,4-dimethyl-2-(4-(methylsulfonyl)phenyl)-1H-pyrrolo[3,2-c]pyridin-6-yl)-2-fluorophenyl)-1-isobutylpiperidin-4-ol